ClC=1N=C(C2=C(N1)CC[S@]2=O)NCC=2C(=NC(=CC2C)C)OC (R)-2-chloro-4-(((2-methoxy-4,6-dimethylpyridin-3-yl)methyl)amino)-6,7-dihydrothieno[3,2-d]pyrimidine 5-oxide